CN(C(CCCCN1C=2C=3CC4=CC=CC=C4C3C=3C(NCC3C2C=2C=C(C=CC12)COC(C)C)=O)=O)C N,N-dimethyl-5-[14-oxo-7-(propan-2-yloxymethyl)-3,13-diazahexacyclo[14.7.0.02,10.04,9.011,15.017,22]tricosa-1(16),2(10),4(9),5,7,11(15),17,19,21-nonaen-3-yl]pentanamide